[C@@H]12N(C[C@@H](NC1)C2)C=2C=CC=1N=CN=C(C1N2)NC2=C(C(=C(C=C2)OC2CC1(CC1)C2)F)F 6-[(1S,4S)-2,5-diazabicyclo[2.2.1]heptan-2-yl]-N-(2,3-difluoro-4-spiro[2.3]hexan-5-yloxy-phenyl)pyrido[3,2-d]pyrimidin-4-amine